C4-amino-7-(4-(pyrrolidin-1-ylmethyl)benzyl)imidazo[2,1-f][1,2,4]triazin-2-ol NC1=NC(=NN2C1=NC=C2CC2=CC=C(C=C2)CN2CCCC2)O